N1COCCC12CN(CCC2)C(=O)O 3-oxa-1,8-diazaspiro[5.5]Undecane-8-carboxylic acid